2-Chloro-N1-(4-Chloro-3-(Pyridin-2-Yl)Phenyl)-N4-(Pyridin-3-Ylmethyl)Terephthalamide ClC1=C(C(=O)NC2=CC(=C(C=C2)Cl)C2=NC=CC=C2)C=CC(=C1)C(=O)NCC=1C=NC=CC1